4-chloro-2-(3,6-diazabicyclo[3.1.1]hept-3-ylmethyl)-6-fluoro-1H-benzimidazole ClC1=CC(=CC=2NC(=NC21)CN2CC1NC(C2)C1)F